5,6-dihydro-4H-1,3-oxazin O1C=NCCC1